[C].[Li].[Ni]=O nickel oxide lithium carbon